FC(C(=O)O)(F)F.CN(C(OCC)=O)[C@H]1CNCC1 Ethyl methyl[(3R)-pyrrolidin-3-yl]carbamate Trifluoroacetic Acid Salt